S(=O)(=O)(C(F)(F)F)Cl Chloro-Triflate